methyl (2-chlorophenyl) ((R)-2-((4-cyano-3-isopropoxybenzyl)oxy)henicosyl) phosphate P(=O)(OC)(OC1=C(C=CC=C1)Cl)OC[C@@H](CCCCCCCCCCCCCCCCCCC)OCC1=CC(=C(C=C1)C#N)OC(C)C